ClC1=C(C=CC=C1)[C@H]1CC[C@H](N1C(=O)C1=CC=C(C=C1)C1=C(C(=CC=C1)C#N)OC)C(=O)O (2S,5R)-5-(2-chlorophenyl)-1-(3'-cyano-2'-methoxy-[1,1'-biphenyl]-4-carbonyl)pyrrolidine-2-carboxylic acid